ClC=1C=C(C2=CC=CC=C2C1)C1=C(C=CC=C1)O 2-(3-chloronaphthalen-1-yl)phenol